F[C@H](CNC(OCC1=CC=CC=C1)=O)CO benzyl N-[(2R)-2-fluoro-3-hydroxy-propyl]carbamate